C1(CCCC1)NC(OC1=CC(=CC=C1)C1=NC=CC(=C1)C=1OC=NN1)=O 3-(4-(1,3,4-oxadiazol-2-yl)pyridin-2-yl)phenyl cyclopentylcarbamate